N-(pyridin-3-ylmethyl)-2-(5-(trifluoromethyl)-1,2,4-oxadiazol-3-yl)-4,7-dihydrothieno[2,3-c]pyridine-6(5H)-carboxamide N1=CC(=CC=C1)CNC(=O)N1CC2=C(CC1)C=C(S2)C2=NOC(=N2)C(F)(F)F